[Pb].[Cr].[B] boron chromium lead